O[C@H](CO)C1=CC=CC(=N1)C=1C=C2CC(N(C2=CC1)CC1=CC=C(C=C1)C(F)(F)F)=O (S)-5-(6-(1,2-dihydroxyethyl)pyridin-2-yl)-1-(4-(trifluoromethyl)-benzyl)indolin-2-one